N,N-dimethyl-2-methyl-hexanamide CN(C(C(CCCC)C)=O)C